C#N formNitrile